ortho-methoxy-azobenzene COC1=C(C=CC=C1)N=NC1=CC=CC=C1